(R)-2,6-dichloro-3-fluoro-N-(2-(1-hydroxy-3-methylbutan-2-yl)-3-oxoisoindolin-4-yl)benzamide ClC1=C(C(=O)NC2=C3C(N(CC3=CC=C2)[C@@H](CO)C(C)C)=O)C(=CC=C1F)Cl